CN(C1(CCC2(CN(C(N2)=O)CC2=CC=NC=C2)CC1)C1=CC=CC=C1)C 8-(dimethylamino)-8-phenyl-3-(pyridin-4-ylmethyl)-1,3-diazaspiro[4.5]decan-2-one